N1(CCOCC1)C=1N=C(C2=C(N1)C(N(C2)C(C)C)=O)NC2=CC=C(C=C2)C=2SC=CC2 2-(morpholin-4-yl)-6-(propan-2-yl)-4-{[4-(thiophen-2-yl)phenyl]amino}-5,6-dihydro-7H-pyrrolo[3,4-d]pyrimidin-7-one